tert-Butyl N-(2-oxohexyl)carbamate O=C(CNC(OC(C)(C)C)=O)CCCC